(S*)-tert-Butyl 8-((2,2-difluoroethoxy)methyl)-11,11-difluoro-3,4,8,9,10,11-hexahydro-1H-pyrido[4',3':3,4]pyrazolo[1,5-a]azepine-2(7H)-carboxylate FC(COC[C@H]1CCC(C=2N(C1)N=C1C2CN(CC1)C(=O)OC(C)(C)C)(F)F)F |o1:5|